Cl.O(C1=CC=CC=C1)C1=CC=C(CCNC(=N)N)C=C1 1-(4-phenoxyphenethyl)guanidine hydrochloride